4-methyl-3-((1-(pyrazolo[1,5-a]pyrimidin-3-yl)azetidin-3-yl)oxy)-N-(5-(trifluoromethyl)pyridin-3-yl)benzamide CC1=C(C=C(C(=O)NC=2C=NC=C(C2)C(F)(F)F)C=C1)OC1CN(C1)C=1C=NN2C1N=CC=C2